OC=1C=C(C=CC1)OP(O)(O)=O 3-hydroxyphenylphosphoric acid